3-fluoro-5-((7-(methylsulfonyl)-2,3-dihydrospiro[indene-1,2'-[1,3]dioxolan]-4-yl)oxy)benzonitrile FC=1C=C(C#N)C=C(C1)OC1=C2CCC3(OCCO3)C2=C(C=C1)S(=O)(=O)C